(R or S)-7-(2-acrylamidophenyl)-2-(3-methoxy-4-methylphenyl)-4,5,6,7-tetrahydropyrazolo[1,5-a]pyrimidine-3-carboxamide C(C=C)(=O)NC1=C(C=CC=C1)[C@H]1CCNC=2N1N=C(C2C(=O)N)C2=CC(=C(C=C2)C)OC |o1:11|